ClC=1C(=C(C=CC1)C(C)NC1CCCC1)F N-(1-(3-chloro-2-fluorophenyl)ethyl)cyclopentylamine